2-[(2-{[(4-chloro-2-fluorophenyl)methyl]amino}-3-(trifluoromethyl)quinolin-7-yl)methyl]-7-fluoro-1-{[(2S)-oxetan-2-yl]methyl}-1H-1,3-benzodiazole-6-carboxylic acid ClC1=CC(=C(C=C1)CNC1=NC2=CC(=CC=C2C=C1C(F)(F)F)CC1=NC2=C(N1C[C@H]1OCC1)C(=C(C=C2)C(=O)O)F)F